4-(2-(((tert-butyldimethylsilyl)oxy)methyl)pyrrolidin-1-yl)-1-(2-methoxyethyl)-3-methyl-N-(1-(3,4,5-trimethoxyphenyl)-1H-imidazol-4-yl)-1H-pyrazolo[3,4-d]pyrimidin-6-amine [Si](C)(C)(C(C)(C)C)OCC1N(CCC1)C1=C2C(=NC(=N1)NC=1N=CN(C1)C1=CC(=C(C(=C1)OC)OC)OC)N(N=C2C)CCOC